methyl (2E)-3-[4-(dimethoxymethyl)-6-methoxypyridin-3-yl]-2-acetamidoprop-2-enoate COC(C1=C(C=NC(=C1)OC)/C=C(\C(=O)OC)/NC(C)=O)OC